butyl (1-(4-aminopyrimidin-2-yl)-4-methoxypiperidin-4-yl)methylcarbamate NC1=NC(=NC=C1)N1CCC(CC1)(OC)CNC(OCCCC)=O